1-(2-fluoro-3-(trifluoromethyl)phenyl)ethanamine FC1=C(C=CC=C1C(F)(F)F)C(C)N